COCCC=1N(C=2N(N=CC2C(=O)OCC)C1)C ethyl 2-(2-methoxyethyl)-1-methyl-1H-imidazo[1,2-b]pyrazole-7-carboxylate